N-(2-chloropyrimidin-5-yl)acetamide ClC1=NC=C(C=N1)NC(C)=O